5,8-dimethoxy-1,4-naphthalenedione dioxime pyridine-2-carboxylate N1=C(C=CC=C1)C(=O)O.COC1=C2C(C=CC(C2=C(C=C1)OC)=NO)=NO